C1=C(C=CC2=CC=CC=C12)N1C2=CC=CC=C2C=2C=CC=CC12 9-(naphthalen-2-yl)-carbazole